C1(CCC1)OC1=C(C=C(C=C1)N(C(C#C[Si](C(C)C)(C(C)C)C(C)C)=O)C1(CCOCC1)C(=O)NCC1=C(C=C(C=C1)OC)OC)CF 4-(N-(4-cyclobutoxy-3-(fluoromethyl)phenyl)-3-(triisopropylsilyl)propiolamido)-N-(2,4-dimethoxybenzyl)tetrahydro-2H-pyran-4-carboxamide